tert-butyl (5S)-5-[[4-[4-(4-bromo-3-fluoro-2-methyl-phenoxy)-2-methyl-thiazol-5-yl]pyrimidin-2-yl]amino]-3,3-difluoro-piperidine-1-carboxylate BrC1=C(C(=C(OC=2N=C(SC2C2=NC(=NC=C2)N[C@H]2CC(CN(C2)C(=O)OC(C)(C)C)(F)F)C)C=C1)C)F